C1(CCCCC1)C(C)OC(\C=C\C)=O 1-cyclohexylethylcrotonate